(1R,2S,5S)-6,6-dimethyl-3-[(2S)-3-(3-pyridyl)-2-[(2,2,2-trifluoroacetyl)amino]propanoyl]-3-azabicyclo[3.1.0]hexane-2-carboxylic acid CC1([C@H]2CN([C@@H]([C@@H]12)C(=O)O)C([C@H](CC=1C=NC=CC1)NC(C(F)(F)F)=O)=O)C